COC1=CC=C(C=C1)C1=CN=CC(=N1)C(=O)N/N=C/C1=C(C=CC=C1)C (E)-6-(4-methoxyphenyl)-N'-(2-methylbenzylidene)pyrazine-2-carbohydrazide